Pyrimidoxymethyl 2-[2-(3-{2-acetyl-2-azaspiro[3.3]heptan-6-yl}-5'-fluoro-1'-methyl-[4,6'-biindazol]-1-yl)-N-methylacetamido]acetate C(C)(=O)N1CC2(C1)CC(C2)C2=NN(C=1C=CC=C(C21)C2=C(C=C1C=NN(C1=C2)C)F)CC(=O)N(C)CC(=O)OCOC2=NC=CC=N2